C(C1=CC=CC=C1)OC([C@H](COCC1=CC=CC=C1)NC(=O)NN[C@](C(=O)OCC1=CC=CC=C1)(CC1=CC(=C(C=C1)O)OCC1=CC=CC=C1)C)=O benzyl (2S)-2-[2-[[(1S)-2-benzyloxy-1-(benzyloxymethyl)-2-oxo-ethyl] carbamoyl] hydrazino]-3-(3-benzyloxy-4-hydroxy-phenyl)-2-methyl-propanoate